ClC1=C2C(=NC=C1OC=1C=NC=3N(C1)N=CC3)N=C(N2C)NC2=NN(C(=C2)C(C(F)(F)F)(F)F)[C@@H]2COCC2 (S)-7-chloro-1-methyl-N-(5-(perfluoroethyl)-1-(tetrahydrofuran-3-yl)-1H-pyrazol-3-yl)-6-(pyrazolo[1,5-a]pyrimidin-6-yloxy)-1H-imidazo[4,5-b]pyridin-2-amine